3-((3R,4S)-3-((5-(1-(2,2-difluoroethyl)-1H-benzo[d][1,2,3]triazol-6-yl)-4-methoxypyrrolo[2,1-f][1,2,4]triazin-2-yl)amino)-4-fluoropyrrolidin-1-yl)oxetan-3-carbonitrile FC(CN1N=NC2=C1C=C(C=C2)C=2C=CN1N=C(N=C(C12)OC)N[C@@H]1CN(C[C@@H]1F)C1(COC1)C#N)F